1-[4-[tert-Butyl(dimethyl)silyl]oxy-5-[(1R)-1-hydroxyethyl]tetrahydrofuran-2-yl]-5-fluoro-pyrimidine-2,4-dione [Si](C)(C)(C(C)(C)C)OC1CC(OC1[C@@H](C)O)N1C(NC(C(=C1)F)=O)=O